5-hydroxy-1-hydroxy-4-hydroxypyrazole OC1=C(C=NN1O)O